(2S,5R)-7-oxo-2-[(trifluoromethyl) methyl]-1,6-diazabicyclo[3.2.1]octan-6-yl hydrogen sulfate S(=O)(=O)(ON1[C@@H]2CC[C@H](N(C1=O)C2)CC(F)(F)F)O